BrC1=C(C=C(C=C1)N1C(=C(C=C1C)C(CN1CCC(CC1)O)=O)C)Cl 1-(1-(4-Bromo-3-chlorophenyl)-2,5-dimethyl-1H-pyrrol-3-yl)-2-(4-hydroxy-piperidin-1-yl)ethanone